N-aminoethyl-gamma-aminopropyltrimethoxysilane CO[Si](CCCNCCN)(OC)OC